NC1=C(C=C(S1)C(=O)OC)CC methyl 5-amino-4-ethylthiophene-2-carboxylate